C12(OCCC(C1)C2)C(=O)N2CCC(CCC2)N2C(C1=CC(=CC(=C1C2)C(C)NC2=C(C(=O)O)C=CC=C2)C)=O 2-((1-(2-(1-(2-oxabicyclo[3.1.1]heptane-1-carbonyl)azepan-4-yl)-6-methyl-1-oxoisoindolin-4-yl)ethyl)amino)benzoic acid